3-methyl-2-((R)-2,7-diazaspiro[4.4]nonan-2-yl)butanamide CC(C(C(=O)N)N1C[C@]2(CC1)CNCC2)C